methyl (Z)-2-[5-(3-tert-butylpyrazol-1-yl)-2-methyl-phenoxy]-3-methoxy-prop-2-enoate C(C)(C)(C)C1=NN(C=C1)C=1C=CC(=C(O\C(\C(=O)OC)=C/OC)C1)C